pyrrolidine-1-carboxylic acid ethyl ester (ethyl (R)-3-(6-(6-fluoropyridin-3-yl)-4-(5-nitrothiophene-2-carboxamido)-1H-pyrazolo[3,4-d]pyrimidin-1-yl)pyrrolidine-1-carboxylate) C(C)[C@H]1N(CCC1N1N=CC=2C1=NC(=NC2NC(=O)C=2SC(=CC2)[N+](=O)[O-])C=2C=NC(=CC2)F)C(=O)O.C(C)OC(=O)N2CCCC2